BrC=1C(N(C(=CC1OCC1=NC(=CC=C1)F)C)C1=CC(=NC=C1C)C1=NC(=NC=C1)C(C)(C)O)=O (P)-3-bromo-4-((6-fluoropyridin-2-yl)methoxy)-2'-(2-(2-hydroxypropan-2-yl)pyrimidin-4-yl)-5',6-dimethyl-2H-[1,4'-bipyridin]-2-one